ClC1=C(C=NC=C1)C1=CC2=C(N=C(S2)NC(=O)[C@H]2[C@H](C2)F)C=C1 (1s,2s)-N-(6-(4-chloropyridin-3-yl)benzo[d]thiazol-2-yl)-2-fluorocyclopropane-1-carboxamide